IC1CN(C1)C(=O)OCCCC Butyl 3-iodoazetidine-1-carboxylate